NC1=C2N=CN(C2=NC(=N1)Cl)[C@H]1[C@H]([C@@H]([C@H](O1)COC(C(=O)O)(C(=O)O)CC1=CC=C(C=C1)CO)O)F 2-(((2R,3R,4S,5R)-5-(6-amino-2-chloro-9H-purin-9-yl)-4-fluoro-3-hydroxytetrahydrofuran-2-yl)methoxy)-2-(4-(hydroxymethyl)benzyl)malonic acid